5-((5-[4-(Trifluoromethyl)phenyl]-1,3-oxazol-2-yl)amino)-N-hydroxy-pyridine-2-carboximidamide FC(C1=CC=C(C=C1)C1=CN=C(O1)NC=1C=CC(=NC1)C(NO)=N)(F)F